6-bromo-3,3-dimethyl-1H-indol-2-one BrC1=CC=C2C(C(NC2=C1)=O)(C)C